2-Methyl-4-thiocyanobenzo[b][1,4]thiazepine CC1=CC(=NC2=C(S1)C=CC=C2)SC#N